OCCCCC1=CC2=C(N(C(N2C)=O)C2C(NC(CC2)=O)=O)C=C1 3-[5-(4-hydroxybutyl)-3-methyl-2-oxo-1,3-benzodiazol-1-yl]piperidine-2,6-dione